5-(Butylamino)-N-(5-nitro-4-(trifluoromethyl)thiazol-2-yl)-[1,1'-biphenyl]-2-carboxamide C(CCC)NC1=CC=C(C(=C1)C1=CC=CC=C1)C(=O)NC=1SC(=C(N1)C(F)(F)F)[N+](=O)[O-]